[Ca+2].C1(C(CCCC1)C(=O)[O-])C(=O)[O-] 1,2-cyclohexanedicarboxylic acid calcium salt